C(C1=CC=CC=C1)N(C(=NC#N)N(CC1=CC=CC=C1)CC1=CC=CC=C1)CC1=CC=CC=C1 N,N,N',N'-Tetrabenzyl-N''-cyanoguanidine